C(C)(=O)N1CC(C1)C1=NC2=C(N1)C=C(C=C2C(=O)NC2=C(C(=CC=C2)Cl)C)NC(=O)C2=C(C=CC=C2)C(F)(F)F 2-(1-acetylazetidin-3-yl)-N-(3-chloro-2-methylphenyl)-6-({[2-(trifluoromethyl)phenyl]carbonyl}amino)-1H-benzimidazole-4-carboxamide